allyl 5-(fluoro((((S)-1-oxo-1-propoxypropan-2-yl)amino)(phenoxy)phosphoryl)methyl)benzo[b]thiophene-2-carboxylate FC(C1=CC2=C(SC(=C2)C(=O)OCC=C)C=C1)P(=O)(OC1=CC=CC=C1)N[C@H](C(OCCC)=O)C